C1(=CC(=CC=C1)C=1OCCN1)C=1OCCN1 2,2'-(1,3-phenylene)bisoxazoline